C(CCC)OC=1C=C(C=CC1OC)/C=C/C(=O)C1=CC=C(OCC(=O)O)C=C1 2-[4-[(E)-3-(3-Butoxy-4-methoxyphenyl)prop-2-enoyl]phenoxy]acetic acid